(4-bromophenyl)cyclopropane-1-carbonitrile BrC1=CC=C(C=C1)C1(CC1)C#N